C12C3=CC=CC=C3C(CCC1)N2C(C(C)O)C 3-{12-Azatricyclo[6.3.1.02,7]dodeca-2,4,6-trien-12-yl}butan-2-ol